2-(2H-benzotriazole-2-yl)-4,6-di-tert-amyl-phenol N=1N(N=C2C1C=CC=C2)C2=C(C(=CC(=C2)C(C)(C)CC)C(C)(C)CC)O